OC=1C=C2C(=CNC2=CC1)CCN1C(CCCC1)=O N-[2-(5-hydroxy-1H-indol-3-yl)ethyl]-2-oxopiperidine